tertiary butyl-trichlorosilane bromine [Br].C(C)(C)(C)[Si](Cl)(Cl)Cl